(R)-8-(4-chloro-2-fluorophenyl)-6-(6-(1-cyclopropyl-1H-pyrazol-4-yl)-2,2-dimethylmorpholino)-2,3-dimethylpyrimido[5,4-d]pyrimidin-4(3H)-one ClC1=CC(=C(C=C1)C1=NC(=NC2=C1N=C(N(C2=O)C)C)N2CC(O[C@@H](C2)C=2C=NN(C2)C2CC2)(C)C)F